4-chloro-5-(4-chlorophenyl)-3-((1-(3,5-difluorophenyl)-5-((S)-1-hydroxyethyl)-1H-1,2,4-triazol-3-yl)methyl)-1-((S)-3,3,3-trifluoro-2-hydroxypropyl)-1,3-dihydro-2H-imidazol-2-one ClC=1N(C(N(C1C1=CC=C(C=C1)Cl)C[C@@H](C(F)(F)F)O)=O)CC1=NN(C(=N1)[C@H](C)O)C1=CC(=CC(=C1)F)F